ClC1=CNC2=CC=C(C=C12)NC1=NC(=NC=C1)NC1=CC=C(C=C1)N1CCN(CC1)CC N4-(3-Chloro-1H-indol-5-yl)-N2-(4-(4-ethylpiperazin-1-yl)phenyl)pyrimidine-2,4-diamine